BrC1=CC(=NC(=C1)Br)N 4,6-dibromopyridin-2-amine